4-[2-(4-dimethylamino-piperidin-1-yl)-1-methyl-5-(2-methyl-2H-indazol-6-yl)-6-oxo-1,6-dihydro-pyrimidin-4-yl]-2-fluoro-benzonitrile CN(C1CCN(CC1)C=1N(C(C(=C(N1)C1=CC(=C(C#N)C=C1)F)C=1C=CC2=CN(N=C2C1)C)=O)C)C